[C@H]12COC[C@@H]2C1NC(=O)C=1C=C(C2=C([C@@H](CO2)C2=CC=CC=C2)C1)C(=O)NC |o1:14| (S*)-N5-((1R,5S,6r)-3-Oxabicyclo[3.1.0]hexan-6-yl)-N7-methyl-3-phenyl-2,3-dihydrobenzofuran-5,7-dicarboxamid